C(C)(=O)N1CCN(CC1)C=1C=C(CN2N=C(C=C2C)C(=O)NC2=CC=C(C=C2)OC(F)(F)F)C=CC1 1-(3-(4-acetylpiperazin-1-yl)benzyl)-5-methyl-N-(4-(trifluoromethoxy)phenyl)-1H-pyrazole-3-carboxamide